(6R)-6-{4-[3-(1,3,4-thiadiazol-2-yl)pyridin-2-yl]piperazin-1-yl}-2-azaspiro[3.4]octane-2-carboxylic acid ethyl ester C(C)OC(=O)N1CC2(C1)C[C@@H](CC2)N2CCN(CC2)C2=NC=CC=C2C=2SC=NN2